(S)-2,4-dimethyl-1-(4-(2-methylquinolin-4-yl)-2-(trifluoromethyl)phenoxy)pentan-2-amine C[C@@](COC1=C(C=C(C=C1)C1=CC(=NC2=CC=CC=C12)C)C(F)(F)F)(CC(C)C)N